COC=1C=C(C=CC1OC)NC=1C(C2=CC=CC=C2C(C1)=O)=O 2-(3,4-dimethoxyphenylamino)naphthalene-1,4-dione